silyl propyl methacrylate CCCOC(=O)/C(=C/[Si])/C